6-(7-chloro-3-(2,6-difluoro-3,5-dimethoxyphenyl)-2,6-naphthyridin-1-yl)-1-oxa-6-azaspiro[3.3]heptane ClC1=NC=C2C=C(N=C(C2=C1)N1CC2(CCO2)C1)C1=C(C(=CC(=C1F)OC)OC)F